ClC=1C=CC(=C(C(=O)C(C(=O)OCC)=CN(C)C)C1)OC1CC1 Ethyl 2-(5-chloro-2-cyclopropoxybenzoyl)-3-(dimethyl-amino)acrylate